(3-(4-((2-(2-hydroxypropane-2-yl)-1H-imidazole-1-yl)methyl)phenyl)-5-isobutyl-4-methylthiophen-2-yl)sulfonylcarbamate OC(C)(C)C=1N(C=CN1)CC1=CC=C(C=C1)C1=C(SC(=C1C)CC(C)C)S(=O)(=O)NC([O-])=O